5-bromo-7-methylquinoline BrC1=C2C=CC=NC2=CC(=C1)C